tert-butyl 3-((4-(4-(3-cyano-4-methoxypyrazolo[1,5-a]pyridin-6-yl)-1H-pyrazol-1-yl) piperidin-1-yl)methyl)azetidine-1-carboxylate C(#N)C=1C=NN2C1C(=CC(=C2)C=2C=NN(C2)C2CCN(CC2)CC2CN(C2)C(=O)OC(C)(C)C)OC